2-(4-fluorobenzyl)-4-methylsulfanyl-5-phenyl-1,2-dihydro-3H-benzo[c]azepin-3-one FC1=CC=C(CN2CC3=C(C(=C(C2=O)SC)C2=CC=CC=C2)C=CC=C3)C=C1